C(CCC)C1CCCCCCCCCCC(O1)=O 13-butyl-oxacyclotridecan-2-one